1,3-dichlorophenyldisiloxane ClC1(CC(=CC=C1)Cl)[SiH2]O[SiH3]